CCCCCCCCCCCCCCCCCCCCCCCCCC(=O)N[C@@H](CO[C@@H]1[C@@H]([C@H]([C@H]([C@H](O1)CO)OCCCC2=CC=C(C=C2)F)O)O)[C@@H]([C@@H](CCCCCCCCCCCCCC)O)O The molecule is a glycophytoceramide having a 4-O-[3-(4-fluorophenyl)propyl]-alpha-D-galactosyl residue at the O-1 position and a hexacosanoyl group attached to the nitrogen. One of a series of an extensive set of 4"-O-alkylated alpha-GalCer analogues evaluated (PMID:30556652) as invariant natural killer T-cell (iNKT) antigens. It derives from an alpha-D-galactose.